C[C@@H]1COC[C@H](N1CCN1C(C(=C(C2=CC=CN=C12)O)C(=O)NC1CCC(CC1)C)=O)C 1-(2-((3R,5R)-3,5-dimethylmorpholino)ethyl)-4-hydroxy-N-((1s,4S)-4-methylcyclohexyl)-2-oxo-1,2-dihydro-1,8-naphthyridine-3-carboxamide